C(C=C)(=O)OCCCCCCOC(OCCCCCCOC(OCCCCCCOC(OCCCCCCOC(C=C)=O)=O)=O)=O 8,17,26-trioxo-7,9,16,18,25,27-hexaoxatritriacontane-1,33-diyl diacrylate